CC1(OC=CC1)C(=O)O.C(C)(C)(C)C=1SC(=CN1)C(=O)NC1CCNC2=CC(=CC=C12)C1=NC(=NC=C1)NC=1C=NN(C1)C 2-(tert-butyl)-N-(7-(2-((1-methyl-1H-pyrazol-4-yl)amino)pyrimidin-4-yl)-1,2,3,4-tetrahydroquinolin-4-yl)thiazole-5-carboxamide 2-methylfuroate